5-(9-((1'-(4-amino-5-methoxy-2-(1-methyl-1H-pyrazol-4-yl)phenyl)-[1,4'-Bipiperidin]-4-yl)methyl)-2,9-diazaspiro[5.5]undecan-2-yl)-2-(2,6-dioxopiperidine-3-yl)isoindoline-1,3-dione NC1=CC(=C(C=C1OC)N1CCC(CC1)N1CCC(CC1)CN1CCC2(CCCN(C2)C=2C=C3C(N(C(C3=CC2)=O)C2C(NC(CC2)=O)=O)=O)CC1)C=1C=NN(C1)C